[N+](=O)([O-])C=1C=C2C=CN(C2=CC1)CC1=NC=CN=C1 5-nitro-1-(pyrazin-2-ylmethyl)indole